C(C)C1=C(N=C(C(=N1)C(=O)[O-])N1CCC2(C[C@H](C[C@H]2N)OC2CC2)CC1)C Ethyl-((1R,3R)-1-amino-3-cyclopropoxy-8-azaspiro[4.5]dec-8-yl)-5-methylpyrazine-2-carboxylate